C(C)(C)(C)OC(=O)C(CCCCC)C(C)C(=O)OCC1=CC=CC=C1 Octane-6,7-dicarboxylic acid 7-benzyl ester 6-(t-butyl) ester